2-((5-acrylamido-2-methoxy-4-morpholinylphenyl)amino)-4-((2-(1-methyl-1H-pyrazol-3-yl)phenyl)amino)pyrimidine-5-carboxylic acid isopropyl ester C(C)(C)OC(=O)C=1C(=NC(=NC1)NC1=C(C=C(C(=C1)NC(C=C)=O)N1CCOCC1)OC)NC1=C(C=CC=C1)C1=NN(C=C1)C